5-((1-ethyl-1H-imidazol-5-yl)(hydroxy)methyl)imidazo[2,1-b]thiazole-2-carboxylic acid C(C)N1C=NC=C1C(C1=CN=C2SC(=CN21)C(=O)O)O